2-(3-(3-(3,5-dimethoxypyrazin-2-yl)phenyl)-3H-imidazo[4,5-b]pyridin-6-yl)propan-2-ol COC=1C(=NC=C(N1)OC)C=1C=C(C=CC1)N1C=NC=2C1=NC=C(C2)C(C)(C)O